FC(S(=O)(=O)[O-])(F)F.FC(C=1C=C(C=CC1)C1=CC=C(O1)C(=O)N1CC[S+]2CCC1CC2)(F)F 4-(5-(3-(trifluoromethyl)phenyl)furan-2-carbonyl)-1-thia-4-azabicyclo[3.2.2]nonan-1-ium trifluoromethanesulfonate